N-(5-(2-(7-azaspiro[3.5]nonan-7-yl)acetamido)-2-methylpyridin-3-yl)-7-(1-(oxetan-3-yl)-1H-pyrazol-4-yl)-[1,2,4]triazolo[4,3-a]pyridine-3-carboxamide C1CCC12CCN(CC2)CC(=O)NC=2C=C(C(=NC2)C)NC(=O)C2=NN=C1N2C=CC(=C1)C=1C=NN(C1)C1COC1